BrC=1C2=CN(N=C2C(=C(C1)OC)C(=O)NC=1N=C2N(C=C(N=C2C)C)C1)C 4-bromo-N-(6,8-dimethylimidazo[1,2-a]pyrazin-2-yl)-6-methoxy-2-methyl-indazole-7-carboxamide